bis(2,4,6-trimethylphenyl)iodonium tetrafluoroborate F[B-](F)(F)F.CC1=C(C(=CC(=C1)C)C)[I+]C1=C(C=C(C=C1C)C)C